N[C@H]1C[C@H]([C@@H](C1)CNC(OC(C)(C)C)=O)OC tert-butyl [(1S,2R,4R)-4-amino-2-methoxycyclopentyl]methylcarbamate